ClC1=NC(=NC=C1)N1CCP(CC1)(=O)C=1C=C(CC2=NNC(C3=CC=CC=C23)=O)C=CC1F 4-(3-(1-(4-chloropyrimidin-2-yl)-4-oxido-1,4-azaphosphinan-4-yl)-4-fluorobenzyl)phthalazin-1(2H)-one